N1(CCCCCC1)CC[Si](OC)(OC)OC 2-hexamethyleneiminoethyl-trimethoxysilane